3-((4-(1-(4-(4-(3-methyl-4-((4-neopentyl-2-oxopiperazin-1-yl)methyl)phenyl)pyrrolo[2,1-f][1,2,4]triazin-6-yl)benzyl)piperidin-4-yl)phenyl)amino)piperidine-2,6-dione 2HCl salt Cl.Cl.CC=1C=C(C=CC1CN1C(CN(CC1)CC(C)(C)C)=O)C1=NC=NN2C1=CC(=C2)C2=CC=C(CN1CCC(CC1)C1=CC=C(C=C1)NC1C(NC(CC1)=O)=O)C=C2